S(=O)(=O)([O-])OOS(=O)(=O)[O-].S(=O)(=O)([O-])OOS(=O)(=O)[O-].[K+].[K+].[K+].[K+] potassium dipersulfate